C(C)OC(CCCCCCN1C(/C(/CC1=O)=C/C1=CC(=CC=C1)F)=O)=O (E)-7-(3-(3-fluorobenzylidene)-2,5-dioxopyrrolidinyl)heptanoic acid ethyl ester